4-(4-(((2-(2,6-dioxopiperidin-3-yl)-4-fluoro-1,3-dioxoisoindoline-5-yl)methyl)(Methyl)amino)piperidin-1-yl)-N-(4-methyl-3-((4-(pyridin-3-yl)pyrimidin-2-yl)amino)phenyl)benzamide O=C1NC(CCC1N1C(C2=CC=C(C(=C2C1=O)F)CN(C1CCN(CC1)C1=CC=C(C(=O)NC2=CC(=C(C=C2)C)NC2=NC=CC(=N2)C=2C=NC=CC2)C=C1)C)=O)=O